3-[3-ethyl-5-(trifluoromethyl)phenyl]-1-[(1-methyl-1H-pyrazol-4-yl)(1-methylpiperidin-3-yl)sulfamoyl]urea sodium salt [Na].C(C)C=1C=C(C=C(C1)C(F)(F)F)NC(NS(N(C1CN(CCC1)C)C=1C=NN(C1)C)(=O)=O)=O